C1(=CC=CC=2CCCCC12)NC(C)=O N-(5,6,7,8-tetrahydronaphthalene-1-yl)acetamide